FC(C1=NC=CC=C1CNC=1C2=C(N=CN1)N=CC=C2)(F)F N-((2-(trifluoromethyl)pyridin-3-yl)methyl)pyrido[2,3-d]pyrimidin-4-amine